6-(1-((5-(5-(difluoromethyl)-1,3,4-oxadiazol-2-yl)pyridin-2-yl)methyl)-1H-1,2,3-triazol-4-yl)-N-ethyl-1H-benzo[d]imidazol-2-amine FC(C1=NN=C(O1)C=1C=CC(=NC1)CN1N=NC(=C1)C=1C=CC2=C(NC(=N2)NCC)C1)F